N2-butyl-melamine C(CCC)NC1=NC(=NC(=N1)N)N